1-(6-(3-(3-Chloro-2-(3-methoxy-4-((methylamino)methyl)phenyl)pyridin-4-yl)-2-methylphenyl)-2-methoxypyridin-3-yl)-N-methylmethanamine ClC=1C(=NC=CC1C=1C(=C(C=CC1)C1=CC=C(C(=N1)OC)CNC)C)C1=CC(=C(C=C1)CNC)OC